(1s,4s)-4-(7-(2-(dimethylamino)ethylamino)-5-methyl-2-oxo-1,2-dihydroquinazolin-3(4H)-yl)cyclohexanecarboxylic acid CN(CCNC1=CC(=C2CN(C(NC2=C1)=O)C1CCC(CC1)C(=O)O)C)C